7-Desaza-Adenin N1=CN=C2N=CCC2=C1N